(R)-5-chloro-1-(1-methyl-1H-pyrazol-3-yl)-3-(3-methylmorpholino)pyrazine ClC=1N=C(CN(C1)C1=NN(C=C1)C)N1[C@@H](COCC1)C